FC1=C2C(=NNC2=CC(=C1)C=1C=C(C(=NC1)OC)C(=O)NCC(C(=O)OC(C)(C)C)(C)C)C(NC)=O tert-butyl 3-({5-[4-fluoro-3-(methylcarbamoyl)-1H-indazol-6-yl]-2-methoxy-pyridin-3-yl}formamido)-2,2-dimethylpropanoate